2-(4-(2-((3-(Bis(2-hydroxydecyl)amino)butyl)disulfaneyl)ethyl)piperazin-1-yl)ethyl 5-(bis(2-hydroxydodecyl)amino)pentanoate OC(CN(CCCCC(=O)OCCN1CCN(CC1)CCSSCCC(C)N(CC(CCCCCCCC)O)CC(CCCCCCCC)O)CC(CCCCCCCCCC)O)CCCCCCCCCC